BrC=1C=C2C(C(NC2=C(C1Cl)F)=O)=NO 5-bromo-6-chloro-7-fluoro-3-(hydroxyimino)-1,3-dihydro-2H-indol-2-one